C1(=CC=CC=C1)[C@@H](C=1C=C(OCCNC(OC(C)(C)C)=O)C=CC1)C1CCNCC1 |o1:6| tert-butyl N-[2-[3-[(S or R)-phenyl(4-piperidyl)methyl]phenoxy]ethyl]carbamate